((1R,5S,6s)-6-((4-(2-aminopropan-2-yl)-6-(4-fluorophenyl)pyridin-2-yl)oxy)-3-azabicyclo[3.1.0]hexan-3-yl)(2-methoxyimidazo[1,2-a]pyridin-6-yl)methanone NC(C)(C)C1=CC(=NC(=C1)C1=CC=C(C=C1)F)OC1[C@@H]2CN(C[C@H]12)C(=O)C=1C=CC=2N(C1)C=C(N2)OC